{7-[1-(2,2-difluoro-ethyl)-1H-pyrazol-4-yl]-4-methoxy-thiazolo[4,5-c]pyridin-2-yl}-amid FC(CN1N=CC(=C1)C=1C2=C(C(=NC1)OC)N=C(S2)[NH-])F